sodium difluoro-oxalate borate B([O-])([O-])[O-].C(C(=O)F)(=O)F.[Na+].[Na+].[Na+]